NCC1CCC(CC1)N1C2=NC(=NC=C2N=C1NC1=CC(=CC=C1)Cl)NC1(CC1)C 9-((1S,4S)-4-(aminomethyl)cyclohexyl)-N8-(3-chlorophenyl)-N2-(1-methylcyclopropyl)-9H-purine-2,8-diamine